ClC1=CC=C2C(=CN(C(C2=C1)=O)C)S(=O)(=O)NC=1C(=NC(=C(C1)F)OCC(F)F)OC 7-chloro-N-[6-(2,2-difluoroethoxy)-5-fluoro-2-methoxy-3-pyridinyl]-1-keto-2-methyl-isoquinoline-4-sulfonamide